2,6-dimethyl-1,4,4a,9a-tetrahydromethanoanthraquinone CC12C(C3C(C4=CC=C(C=C4C(C3CC1)=O)C)=O)C2